C[C@@H](CC)NC(O[C@H]1C[C@H](CC1)C1=CC(=NN1)NC(CC=1N=C2SC=CN2C1)=O)=O (1R,3S)-3-{3-[(imidazo[2,1-b][1,3]thiazol-6-ylacetyl)amino]-1H-pyrazol-5-yl}cyclopentyl (2S)-butan-2-ylcarbamate